(4-(3,5-difluorophenyl)-7-((2-(trimethylsilyl)ethoxy)methyl)-7H-pyrrolo[2,3-d]pyrimidin-6-yl)diphenylphosphine oxide FC=1C=C(C=C(C1)F)C=1C2=C(N=CN1)N(C(=C2)P(C2=CC=CC=C2)(C2=CC=CC=C2)=O)COCC[Si](C)(C)C